CN(CC[C@@H]1[C@H]([C@]2([C@](C3=C(C=NC=C3OC)O2)([C@@H]1O)O)C1=CC=C(C#N)C=C1)C1=CC=CC=C1)C |r| rac-4-((4bS,5R,6R,7S,7aR)-6-(2-(dimethylamino)ethyl)-4b,5-dihydroxy-4-methoxy-7-phenyl-4b,5,6,7-tetrahydro-7aH-cyclopenta[4,5]furo[2,3-c]pyridin-7a-yl)benzonitrile